(3R)-4-(2-chloro-6-cyclobutylpyrimidin-4-yl)-3-methylmorpholine ClC1=NC(=CC(=N1)N1[C@@H](COCC1)C)C1CCC1